(E)-3-(4-(2-ethoxyvinyl)-3,3-dimethyl-2-oxoindolin-1-yl)piperidine-2,6-dione C(C)O/C=C/C1=C2C(C(N(C2=CC=C1)C1C(NC(CC1)=O)=O)=O)(C)C